methyl 2-chloro-4-[[4-[1-[(4-methoxyphenyl)methyl]-6-oxo-pyridazin-3-yl]phenyl]amino]pyrimidine-5-carboxylate ClC1=NC=C(C(=N1)NC1=CC=C(C=C1)C1=NN(C(C=C1)=O)CC1=CC=C(C=C1)OC)C(=O)OC